ClC1=CC=C(OC(COS(=O)(=O)C)C)C=C1 Methanesulfonic acid [2-(4-chloro-phenoxy)-propyl] ester